tert-butyl (2S)-4-[8-({8-fluoro-2-methylimidazo[1,2-a]pyridin-6-yl}carbamoyl)quinoxalin-5-yl]-2-isopropylpiperazine-1-carboxylate FC=1C=2N(C=C(C1)NC(=O)C=1C=CC(=C3N=CC=NC13)N1C[C@@H](N(CC1)C(=O)OC(C)(C)C)C(C)C)C=C(N2)C